C(C)(C)(C)C=1C=C(OC2=C(C=C(C=C2)C)CCC(=O)OCC(C)(C)C2OCC3(CO2)COC(OC3)C(COC(CCC3=C(C=CC(=C3)C)OC3=CC(=C(C=C3)C)C(C)(C)C)=O)(C)C)C=CC1C 3,9-bis[2-{3-(3-tert-butyl-4-methylphenoxy-5-methylphenyl)propionyloxy}-1,1-dimethylethyl]-2,4,8,10-tetraoxaspiro[5.5]undecane